7-amino-2-(2-hydroxyethyl)-8-(naphthalen-1-ylmethyl)-6-oxo-9-(3-(trifluoromethyl)phenyl)-3,4-dihydro-2H,6H-pyrido[1,2-e][1,2,5]thiadiazine-4-carboxylic acid 1,1-dioxide NC1=C(C(=C2N(C(CN(S2(=O)=O)CCO)C(=O)O)C1=O)C1=CC(=CC=C1)C(F)(F)F)CC1=CC=CC2=CC=CC=C12